CC(CN)(CN1CCCC1)C 2,2-dimethyl-3-(pyrrolidin-1-yl)propan-1-amine